4,5-dioxo-4,5-dihydro-1H-pyrrolo[2,3-F]quinoline-2,3,9-tricarboxylic acid disodium salt [Na+].[Na+].O=C1C2=C(C=3C(=CC=NC3C1=O)C(=O)O)NC(=C2C(=O)[O-])C(=O)[O-]